hexanoic acid 4-methylbenzenesulfonate CC1=CC=C(C=C1)S(=O)(=O)O.C(CCCCC)(=O)O